4-((S)-3-(dimethylamino)-3-(((S)-6-(trifluoromethyl)-2,3-dihydro-1H-inden-1-yl)methyl)piperidin-1-yl)-2,6-difluoro-N-(pyrimidin-4-yl)benzenesulfonamide CN([C@]1(CN(CCC1)C1=CC(=C(C(=C1)F)S(=O)(=O)NC1=NC=NC=C1)F)C[C@@H]1CCC2=CC=C(C=C12)C(F)(F)F)C